3-oxa-6-azabicyclo[3.1.1]heptane 4-methylbenzenesulfonate CC1=CC=C(C=C1)S(=O)(=O)O.C12COCC(N1)C2